C(#C)C=1C=CC=2OC[C@@H](C(N(C2N1)C)=O)NC(=O)C1=NC=CC(=C1)OC1=CC(=CC=C1)F (S)-N-(7-ethynyl-5-methyl-4-oxo-2,3,4,5-tetrahydropyrido[3,2-b][1,4]oxazepin-3-yl)-4-(3-fluorophenoxy)pyridineamide